C(C1=CC=C(NCCC)C=C1)C1=CC=C(NCCC)C=C1 4,4'-methylenebis(N-propylaniline)